5-[1-(2-pyridyl)-3-(trifluoromethyl)pyrazol-4-yl]imidazole-2-carboxamide N1=C(C=CC=C1)N1N=C(C(=C1)C1=CN=C(N1)C(=O)N)C(F)(F)F